diallylamine chloric acid salt Cl(=O)(=O)O.C(C=C)NCC=C